Methyl 2-(2-((tert-butoxycarbonyl)(methyl-d3)amino)ethyl)-2-hydroxybut-3-ynoate C(C)(C)(C)OC(=O)N(CCC(C(=O)OC)(C#C)O)C([2H])([2H])[2H]